((2S,4R,5R)-4-acetoxy-5-(2-amino-8-oxo-7-(4,4,4-trifluorobutyl)-7,8-dihydro-9H-purin-9-yl) tetrahydrofuran-2-yl)methyl acetate C(C)(=O)OC[C@H]1O[C@H]([C@@H](C1)OC(C)=O)N1C2=NC(=NC=C2N(C1=O)CCCC(F)(F)F)N